3,6-Dimethyl-2-(2-methylindazol-5-yl)-8-[(1R)-1-[2-(2H-tetrazol-5-yl)anilino]ethyl]chromen-4-one CC1=C(OC2=C(C=C(C=C2C1=O)C)[C@@H](C)NC1=C(C=CC=C1)C=1N=NNN1)C1=CC2=CN(N=C2C=C1)C